BrC1=CC2=C(CC3(CCN(CC3)C(=O)OC(C)(C)C)O2)C=C1 tert-butyl 6-bromo-3H-spiro[benzofuran-2,4'-piperidine]-1'-carboxylate